C(C)C1=C(C(=CC=C1)CC)N=C=N dl-2,6-diethylphenyl-carbodiimide